C(#N)[C@@]1(CC12CC2)C=2C=C1C=C(N=CC1=CC2)NC(=O)[C@@H]2CN(CC2)CC(F)(F)F (S)-N-(6-((R)-1-cyanospiro[2.2]pentan-1-yl)isoquinolin-3-yl)-1-(2,2,2-trifluoroethyl)pyrrolidine-3-carboxamide